[Ti].[Si].[Cu].FC1=C(OC2=C(C=C(C=C2)NS(=O)(=O)CC)C2=CN(C(C(=C2)OC)=O)C)C=CC(=C1)F N-[4-(2,4-difluorophenoxy)-3-(5-methoxy-1-methyl-6-oxopyridin-3-yl)phenyl]ethanesulfonamide copper silicon titanium